lanthanum pentanickel [Ni].[Ni].[Ni].[Ni].[Ni].[La]